N[C@H](C(=O)NCC(CNC(C1=C(C=C(C=C1)NC=1C=2N(C=CN1)C(=CN2)C2=C(C(=C(C=C2)OC)F)F)CC)=O)O)CN N-[3-[[(2S)-2,3-diaminopropanoyl]amino]-2-hydroxypropyl]-4-[[3-(2,3-difluoro-4-methoxyphenyl)imidazo[1,2-a]pyrazin-8-yl]amino]-2-ethylbenzamide